(3-fluoro-phenyl)-methanol FC=1C=C(C=CC1)CO